NC1=NC=CC=C1C1=NC=2C(=NC(=CC2)N2N=CC(=C2)OC)N1C=1C=C2CC[C@@H](C2=CC1)NC(C1=CC(=C(C=C1)O)C=O)=O N-[(1S)-5-[2-(2-aminopyridin-3-yl)-5-(4-methoxypyrazol-1-yl)imidazo[4,5-b]pyridin-3-yl]-2,3-dihydro-1H-inden-1-yl]-3-formyl-4-hydroxybenzamide